BrC1=C(C(=C2N1C=NN(C2=O)C2=NC=CC=N2)C)C2=CC(=CC=C2)OC(F)F 6-bromo-7-[3-(difluoromethoxy)phenyl]-8-methyl-2-pyrimidin-2-yl-pyrrolo[1,2-d][1,2,4]triazin-1-one